(5RS)-2-{[1-(4-fluorophenyl)cyclopropyl]methyl}-3-oxo-2,3,5,6,7,8-hexahydro[1,2,4]triazolo[4,3-a]pyridine-5-carboxylic acid FC1=CC=C(C=C1)C1(CC1)CN1N=C2N([C@H](CCC2)C(=O)O)C1=O |r|